N1[C@@H]2[C@H](OCC1)CN(CC2)CC2=CC(=C1CN(C(C1=C2)=O)C2=CC(=CC=C2)C2(COC2)CC2=NN=CN2C)C(F)(F)F |o1:1,2| rel-6-[(4aR,8aS)-octahydropyrido[3,4-b][1,4]oxazin-6-ylmethyl]-2-(3-{3-[(4-methyl-1,2,4-triazol-3-yl)methyl]oxetan-3-yl}phenyl)-4-(trifluoromethyl)-3H-isoindol-1-one